C(CCC)OCC(=O)Cl butoxyacetyl chloride